FC(C=1OC(=NN1)C1=CC=2N(C=C1)C=C(N2)CC2=CC(=CC=C2)C(C)C)F 2-(difluoromethyl)-5-(2-(3-isopropylbenzyl)imidazo[1,2-a]pyridin-7-yl)-1,3,4-oxadiazole